OC1=CC=C(C=C1)C=CC(CC(C)=O)=O 6-(4-hydroxyphenyl)-5-hexene-2,4-dione